FC(C1=NC(=NC(=C1)C(F)(F)F)O)(F)F 4,6-bis(trifluoromethyl)pyrimidin-2-ol